BrC1=C(C(=CC(=C1Br)COCC1=C(C(=C(C=C1)O)O)Br)O)O 3,4-dibromo-5-(((2-bromo-3,4-dihydroxybenzyl)oxy)methyl)benzene-1,2-diol